NC1(CCN(CC1)C1=CN=C2C(=N1)NN=C2C=2C(=C(C=CC2)N2CCN(CC2)CC2=CC=C(N=N2)N2C(NC(CC2)=O)=O)Cl)C 1-(6-((4-(3-(6-(4-amino-4-methylpiperidin-1-yl)-1H-pyrazolo[3,4-b]pyrazin-3-yl)-2-chlorophenyl)piperazin-1-yl)methyl)pyridazin-3-yl)dihydropyrimidine-2,4(1H,3H)-dione